C(#N)[C@H]1N(CSC1)C(CNC(=O)C1=CC=NC2=CC=C(C=C12)N1CC(C1)CF)=O (R)-N-(2-(4-Cyanothiazolidin-3-yl)-2-oxoethyl)-6-(3-(fluoromethyl)azetidin-1-yl)quinoline-4-carboxamide